ClC1=CC=C(S1)C1=CC(=NC2=C(N=CC=C12)C1=CC=NN1)N1[C@@H](COCC1)C 4-(5-chlorothiophen-2-yl)-2-[(3R)-3-methylmorpholin-4-yl]-8-(1H-pyrazol-5-yl)-1,7-naphthyridine